cis-1-methylcyclobutane-ethanol CC1(CCC1)CCO